C(C)(C)(C)OC(=O)N1CCC(CC1)NC=1C=C2C(=CC=NC2=CC1)OC 4-((4-Methoxyquinolin-6-yl)amino)piperidine-1-carboxylic acid tert-butyl ester